C(C(=C)C)(=O)OC Methyl (Methacrylat)